5-chloro-N-[2,4-difluoro-3-[(6S)-1-(5-methyl-4H-1,2,4-triazol-3-yl)-5H,6H,7H,8H-imidazo[1,5-a]pyridin-6-yl]phenyl]-2-methylpyridine-3-sulfonamide ClC=1C=C(C(=NC1)C)S(=O)(=O)NC1=C(C(=C(C=C1)F)[C@@H]1CCC=2N(C1)C=NC2C2=NN=C(N2)C)F